(1S,6R)-5-((S)-2-(4-chlorophenyl)-3-(isopropylamino)propionyl)-2,5-diazepine ClC1=CC=C(C=C1)[C@H](C(=O)N1C=CN=CC=C1)CNC(C)C